C(#N)N1C[C@H](CC1)C(=O)NC=1SC(=CN1)C1=CC(=C(C=C1)C#N)OC(F)(F)F (S)-1-cyano-N-(5-(4-cyano-3-(trifluoromethoxy)phenyl)thiazol-2-yl)pyrrolidine-3-carboxamide